Cl.O1C(=CC=C1)[C@@H](C)N (R)-1-(furan-2-yl)ethylamine hydrochloride